caprylic acid octylamide C(CCCCCCC)NC(CCCCCCC)=O